Cl.C1(CCCC1)OCCCN1CCC(CC1)N 1-(3-(cyclopentyloxy)propyl)piperidin-4-ylamine hydrochloride